((4-fluoro-1-(2,5-difluorobenzyl)piperidin-4-yl)methyl)-5,6-dimethoxy-2,3-dihydrobenzo[b]thiophene 1,1-dioxide FC1(CCN(CC1)CC1=C(C=CC(=C1)F)F)CC1CC2=C(S1(=O)=O)C=C(C(=C2)OC)OC